4-(7-oxa-4-azaspiro[2.5]octane-4-carbonyl)benzenesulfonamide C1CC12N(CCOC2)C(=O)C2=CC=C(C=C2)S(=O)(=O)N